ethyl 3-oxocyclobutanoate O=C1CC(C1)C(=O)OCC